6-(2,7-Dimethyl-2H-indazol-5-yl)-N-(2,2-dimethylpiperidin-4-yl)-N-methyl-1,3-benzothiazol-2-amin CN1N=C2C(=CC(=CC2=C1)C1=CC2=C(N=C(S2)N(C)C2CC(NCC2)(C)C)C=C1)C